1-((1R,3R)-1-(2,6-difluoro-4-iodophenyl)-3-methyl-3,4-dihydro-1H-pyrido[3,4-b]indol-2(9H)-yl)-2-fluoro-2-methylpropan-1-one FC1=C(C(=CC(=C1)I)F)[C@H]1N([C@@H](CC2=C1NC1=CC=CC=C21)C)C(C(C)(C)F)=O